2-[3,5-dichloro-4-[(5-hydroxy-4-methylsulfonyl-2-pyridinyl)oxy]phenyl]-3,5-dioxo-1,2,4-triazine-6-carbonitrile ClC=1C=C(C=C(C1OC1=NC=C(C(=C1)S(=O)(=O)C)O)Cl)N1N=C(C(NC1=O)=O)C#N